(1R,2S,5S)-N-[cyano-(5-methyl-2-oxo-1H-pyridin-4-yl)methyl]-3-[(2S)-3,3-dimethyl-2-[(2,2,2-trifluoroacetyl)amino]butanoyl]-6,6-dimethyl-3-azabicyclo[3.1.0]hexane-2-carboxamide C(#N)C(NC(=O)[C@@H]1[C@H]2C([C@H]2CN1C([C@H](C(C)(C)C)NC(C(F)(F)F)=O)=O)(C)C)C1=CC(NC=C1C)=O